1,2,3-triazolene N1=NNCC1